1,1-dioxo-1,4-thiazine O=S1(CC=NC=C1)=O